N-(2-((1r,3r,5r,7r)-adamantan-2-ylamino)ethyl)-5-(4-chloro-phenyl)-4-cyclopropyl-1-(2,4-dichlorophenyl)-1H-pyrazole-3-carboxamide C12C(C3CC(CC(C1)C3)C2)NCCNC(=O)C2=NN(C(=C2C2CC2)C2=CC=C(C=C2)Cl)C2=C(C=C(C=C2)Cl)Cl